(4aR,4bS,6aS,9aS,9bS)-1-(4-chlorobenzyl)-4a,6a-dimethyl-3,4,4a,6,6a,8,9,9a,9b,10-decahydro-1H-indeno[5,4-f]quinoline ClC1=CC=C(CN2CCC[C@@]3(C=4[C@@H](CC=C23)[C@@H]2CCC[C@]2(CC4)C)C)C=C1